FC1=C(C=C(C=C1)CN1C(NC2=NC=C(C=C21)C2=CC(=CC=C2)C(F)(F)F)=O)C 1-[(4-fluoro-3-methyl-phenyl)methyl]-6-[3-(trifluoromethyl)phenyl]-3H-imidazo[4,5-b]pyridin-2-one